N1(CCC12CNC2)C(=O)C2=C(C=C(C=C2)NC=2C=1N(C=CN2)C(=CN1)C1=CC(=C(C=C1)OC)F)C 1,6-diazaspiro[3.3]heptan-1-yl-[4-[[3-(3-fluoro-4-methoxyphenyl)imidazo[1,2-a]pyrazin-8-yl]amino]-2-methylphenyl]methanone